O=C1OC(=NN1)C1=C(C=C(C=C1)NC(=O)C1CC1)N1CCCC1 N-[4-(2-oxo-3H-1,3,4-oxadiazol-5-yl)-3-pyrrolidin-1-ylphenyl]cyclopropanecarboxamide